ethyl 2-(4-hydroxyphenyl)-4-methyloxazole-5-carboxylate OC1=CC=C(C=C1)C=1OC(=C(N1)C)C(=O)OCC